((2r,4r,5S)-2-((S)-1-(4-fluorophenyl)-1,2,3,4-tetrahydroisoquinoline-2-carbonyl)-5-methoxytetrahydro-2H-pyran-4-yl)carbamic acid tert-butyl ester C(C)(C)(C)OC(N[C@@H]1C[C@@H](OC[C@H]1OC)C(=O)N1[C@H](C2=CC=CC=C2CC1)C1=CC=C(C=C1)F)=O